2-(azepin-4-yl)-5-((2,3-dichlorophenyl)thio)pyrazine-2,6-diamine N1C=CC(=CC=C1)C1(NC(=C(N=C1)SC1=C(C(=CC=C1)Cl)Cl)N)N